CC=1C=C2C=CC(=NC2=CC1)CC(O)C1=CC=C(C=C1)[N+](=O)[O-] 2-(6-methylquinolin-2-yl)-1-(4-nitrophenyl)ethanol